CC=1C(=C(OCCN2CCCC2)C(=CC1C)[N+](=O)[O-])[N+](=O)[O-] 1-(2-(3,4-dimethyl-2,6-dinitrophenoxy)ethyl)pyrrolidine